5,9-dimethylundecane CC(CCCC)CCCC(CC)C